FC1(CCN(CC1)C1=CC(=NC2=CC=CN=C12)NC(C1=CC=CC=C1)C1=CC=CC=C1)F 4-(4,4-difluoropiperidin-1-yl)-N-(benzhydryl)-1,5-naphthyridin-2-amine